3-[4-(1,1-Dioxo-1,2-thiazolidin-2-yl)anilino]-5-(methylamino)-6-(3-methylimidazo[4,5-c]pyridin-7-yl)pyrazine-2-carboxamide O=S1(N(CCC1)C1=CC=C(NC=2C(=NC(=C(N2)NC)C=2C3=C(C=NC2)N(C=N3)C)C(=O)N)C=C1)=O